C(C)(C)(C)OC(=O)N1C2CN(C(C1)CC2)CC2=C(N=C1N2C=CC=C1)C1=NC=C(C=C1)Cl.CNCCNC(CCC)=O N-[2-(methylamino)ethyl]butyramide tert.-butyl-5-{[2-(5-chloropyridin-2-yl)imidazo[1,2-a]pyridin-3-yl]methyl}-2,5-diazabicyclo[2.2.2]octane-2-carboxylate